N(C1=CC=CC=C1)CC 2-Anilinoethan